tert-butyl (S)-4-(3-(5-methyl-3-(4-((2-((2-methylpyrrolidin-1-yl)methyl)-1H-benzo[d]imidazol-5-yl)carbamoyl)phenyl)-1H-1,2,4-triazol-1-yl)propyl)piperidine-1-carboxylate CC1=NC(=NN1CCCC1CCN(CC1)C(=O)OC(C)(C)C)C1=CC=C(C=C1)C(NC1=CC2=C(NC(=N2)CN2[C@H](CCC2)C)C=C1)=O